C(C)(C)(C)OC(NN1CC2=C(CC1)N=CS2)=O 6,7-dihydrothiazolo[5,4-c]pyridin-5(4H)-carbamic acid tert-butyl ester